FC1(CC(C1)(C(NC1=CC=C(C=C1)F)=O)C1=CC=C(C=C1)NC(=O)C1=CC(=NC=C1)C(F)(F)F)F N-(4-{3,3-difluoro-1-[(4-fluorophenyl)carbamoyl]cyclobutyl}phenyl)-2-(trifluoromethyl)pyridine-4-carboxamide